(1-methyl-1H-pyrazol-4-yl)-5-(4,4,5,5-tetramethyl-1,3,2-dioxaborolan-2-yl)pyrimidine CN1N=CC(=C1)C1=NC=C(C=N1)B1OC(C(O1)(C)C)(C)C